C(C)(C)(C)OC(=O)NC/C=C/CN1/C(/SC2=C1C(=CC(=C2)C(=O)OC)OC)=N/C(=O)C2=C(N=C(O2)C)CC Methyl (Z)-3-((E)-4-((tert-butoxycarbonyl)amino)but-2-en-1-yl)-2-((4-ethyl-2-methyloxazole-5-carbonyl)imino)-4-methoxy-2,3-dihydrobenzo[d]thiazole-6-carboxylate